C1(CC1)[C@]1(C(N(CC1)CC1=CC=C(C=C1)OC)=O)C(F)F (R)-3-cyclopropyl-3-(difluoromethyl)-1-(4-methoxybenzyl)pyrrolidin-2-one